FC(C1=NC(=NO1)C1=CC=C(C=C1)CC(=O)N)(F)F 2-(4-(5-(trifluoromethyl)-1,2,4-oxadiazol-3-yl)phenyl)acetamide